ClC=1C=CC(=C(C(=O)O)C1)N[C@H](C)C=1C=C(C=C2C(N(C(=NC12)N1CCOCC1)C(F)F)=O)C (R)-5-chloro-2-((1-(3-(difluoromethyl)-6-methyl-2-morpholino-4-oxo-3,4-dihydroquinazolin-8-yl)ethyl)amino)benzoic acid